((1S,4S)-5-(4-methoxyphenyl)-2,5-diazabicyclo[2.2.1]Heptane-2-yl)methanone COC1=CC=C(C=C1)N1[C@@H]2CN([C@H](C1)C2)C=O